N-(6-Amino-hexyl)-3-aminopropyltrimethoxysilan NCCCCCCNCCC[Si](OC)(OC)OC